3-[[5-(4-piperidinyl)pyrimidin-2-yl]amino]piperidine-2,6-dione N1CCC(CC1)C=1C=NC(=NC1)NC1C(NC(CC1)=O)=O